(R)-2-(5-(hydroxymethyl)-6-((1-methylpiperidin-3-yl)amino)pyridazin-3-yl)-3-methyl-5-(trifluoromethyl)phenol hippurate C(CNC(=O)C1=CC=CC=C1)(=O)OC1=C(C(=CC(=C1)C(F)(F)F)C)C=1N=NC(=C(C1)CO)N[C@H]1CN(CCC1)C